C1(CC1)C([C@H](C(=O)NC1=NC(=C(C=C1)C=1C(=NNC1C)C)F)NC(=O)C=1N(N=CC1)CCCSC)C1CC1 N-[(1R)-1-(dicycloprop-ylmethyl)-2-[[5-(3,5-dimethyl-1H-pyrazol-4-yl)-6-fluoro-2-pyridyl]-amino]-2-oxo-ethyl]-2-(3-methylsulfanylpropyl)pyrazole-3-carboxamide